C(C)(C)N(C(=O)[C@H]1N(CSC1)C(=O)OC(C)(C)C)C1=CC(=CC=C1)C tert-butyl (4R)-4-[isopropyl(3-methylphenyl)carbamoyl]-1,3-thiazolidine-3-carboxylate